BrC=1C(=CC(N(C1)[C@H](C(=O)N[C@@H](CC(=O)OCC)C=1C=C(C=C(C1F)F)C1=C(C=C(C=C1C)F)CCCCC=C)CC=C)=O)C(F)(F)F Ethyl (S)-3-((S)-2-(5-bromo-2-oxo-4-(trifluoromethyl)pyridin-1(2H)-yl)pent-4-enamido)-3-(4,4',5-trifluoro-2'-(hex-5-en-1-yl)-6'-methyl-[1,1'-biphenyl]-3-yl)propanoate